(R)-methyl ((2-(6-(4-(1-methyl-1H-pyrazol-5-yl)-4H-1,2,4-triazol-3-yl)pyridin-2-yl)-6-(2-methylpyrrolidin-1-yl)-1-oxo-2,3-dihydro-1H-pyrrolo[3,4-c]pyridin-4-yl)methyl)carbamate CN1N=CC=C1N1C(=NN=C1)C1=CC=CC(=N1)N1CC=2C(=NC(=CC2C1=O)N1[C@@H](CCC1)C)CNC(OC)=O